BrC1=CC(=C(C=C1F)NS(=O)(=O)C1=CNC(=C1)C1=CC(=CC=C1)C#N)F N-(4-bromo-2,5-difluorophenyl)-5-(3-cyanophenyl)-1H-pyrrole-3-sulfonamide